4-[3-[(3R,9aS)-3-(5-Chloro-2-oxo-1H-pyridin-3-yl)-3,4,6,7,9,9a-hexahydro-1H-pyrazino[2,1-c][1,4]oxazin-8-carbonyl]-2-chlorophenyl]-1H-pyrrol-2-carbonitril ClC=1C=C(C(NC1)=O)[C@@H]1CN2[C@H](CO1)CN(CC2)C(=O)C=2C(=C(C=CC2)C=2C=C(NC2)C#N)Cl